(6R,9S,11aR)-6-Benzyl-11b-hydroxy-9-(3-methyl-1,2,4-oxadiazol-5-yl)-1,3-bis(thiophen-2-ylmethyl)hexahydro-2H-pyrrolo[2',1':3,4]pyrazino[1,2-a][1,3,5]triazine-2,4,7(3H,6H)-trione C(C1=CC=CC=C1)[C@@H]1C(N2[C@@H](C3(N1C(N(C(N3CC=3SC=CC3)=O)CC=3SC=CC3)=O)O)CC[C@H]2C2=NC(=NO2)C)=O